[N+](=O)([O-])C1=CC=C(C=C1)S(=O)(=O)NC1=C(C(=O)OC)C=CC=C1 Methyl 2-((4-nitrophenyl)sulfonamido)benzoate